[O-2].[Mn+2].[Mn] manganese manganous oxide